(R)-3-hydroxybutyric acid sodium salt [Na+].O[C@@H](CC(=O)[O-])C